The molecule is a mannopentaose comprised of an linear chain of four alpha-D-mannose residues, linked sequentially (1->2), (1->2) and (1->6), to the reducing-end residue of which is also linked (1->3) a fifth alpha-D-mannose. It has a role as an epitope. C([C@@H]1[C@H]([C@@H]([C@@H]([C@H](O1)O[C@H]2[C@@H]([C@H](O[C@@H]([C@H]2O)O)CO[C@@H]3[C@H]([C@H]([C@@H]([C@H](O3)CO)O)O)O[C@@H]4[C@H]([C@H]([C@@H]([C@H](O4)CO)O)O)O[C@@H]5[C@H]([C@H]([C@@H]([C@H](O5)CO)O)O)O)O)O)O)O)O